2,3,4-Trifluoro-5-iodo-benzoic acid FC1=C(C(=O)O)C=C(C(=C1F)F)I